3-[3-[4-[[4-(methylamino)-1-piperidyl]methyl]phenyl]-6-phenyl-imidazo[4,5-b]pyridin-2-yl]pyridin-2-amine CNC1CCN(CC1)CC1=CC=C(C=C1)N1C(=NC=2C1=NC=C(C2)C2=CC=CC=C2)C=2C(=NC=CC2)N